C1(=CC=CC2=CC=CC=C12)[Pt]C1C=CC=C1 naphthalenyl-cyclopentadienyl-platinum